1,2,3,6-tetrahydropyridine-4-carboxamide N1CCC(=CC1)C(=O)N